4-Sulfamoylbutyric acid S(N)(=O)(=O)CCCC(=O)O